2-(2-(benzo[b]thiophen-2-yl)-5-ethyl-7-oxo-6-(piperazin-1-yl)-[1,2,4]triazolo[1,5-a]pyrimidin-4(7H)-yl)-N-(4-(pentafluoro-λ6-sulfanyl)phenyl)acetamide S1C2=C(C=C1C1=NN3C(N(C(=C(C3=O)N3CCNCC3)CC)CC(=O)NC3=CC=C(C=C3)S(F)(F)(F)(F)F)=N1)C=CC=C2